N1N=CC2=C1C(NN=C2)=O 1,6-dihydro-7H-pyrazolo[3,4-d]Pyridazin-7-one